C(C)(C)(C)OC(=O)N1CC=2N=CN=C(C2C1)Cl 4-chloro-5,7-dihydro-6H-pyrrolo[3,4-d]pyrimidine-6-carboxylic acid tert-butyl ester